C1(=CC=CC=C1)P(CCNC1CCCC=2C=CC(=NC12)C1=C(C=C(C=C1C)C)C)C1=CC=CC=C1 N-(2-(diphenylphosphino)ethyl)-2-(2,4,6-trimethylphenyl)-5,6,7,8-tetrahydroquinolin-8-amine